(S)-1-(1-(1-Acrylpyrrolidin-3-yl)-4-amino-3-((2,6-difluoro-3,5-dimethoxyphenyl)ethynyl)-1H-pyrazolo[4,3-c]pyridin-7-yl)-4-methoxybutan-1-one C(=O)(C=C)N1C[C@H](CC1)N1N=C(C=2C(=NC=C(C21)C(CCCOC)=O)N)C#CC2=C(C(=CC(=C2F)OC)OC)F